FC(C1=NC=CC(=C1)C=1C=NC(=C(C1)C)OC[C@](CC(C)C)(N)C)F (S)-1-((2'-(difluoromethyl)-5-methyl-[3,4'-bipyridin]-6-yl)oxy)-2,4-dimethylpentan-2-amine